N[C@](COC=1C2=C(N=C(N1)NC1=CC=C(C=C1)N1CCN(CC1)C)SC=C2C)(CC(C)C)C (S)-4-((2-amino-2,4-dimethylpentyl)oxy)-5-methyl-N-(4-(4-methylpiperazin-1-yl)phenyl)thieno[2,3-d]pyrimidine-2-amine